1-bromo-4-[1-(methoxymethyl)cyclopropyl]benzene BrC1=CC=C(C=C1)C1(CC1)COC